COC(=O)C=1C(=C(C=CC1)SSC=1C(=C(C(=O)OC)C=CC1)[N+](=O)[O-])[N+](=O)[O-] methyl 3-[(3-methoxycarbonyl-2-nitro-phenyl) disulfanyl]-2-nitro-benzoate